OC=1C(=NC(=CN1)C1=CC(=CC=C1)OC)C(=O)NCC(=O)O (3-hydroxy-6-(3-methoxyphenyl)pyrazine-2-carbonyl)glycine